dibutyl-sulfinamide dimenthyl-succinate C1(CC(C(CC1)C(C)C)OC(CCC(=O)OC1CC(CCC1C(C)C)C)=O)C.C(CCC)N(S=O)CCCC